rac-(2S,6R)-1-benzyl-2,6-dimethyl-1,2,3,6-tetrahydropyridin-4-yl triflate O(S(=O)(=O)C(F)(F)F)C=1C[C@@H](N([C@@H](C1)C)CC1=CC=CC=C1)C |r|